2-Chloro-5-{[(2,2-dimethylpropionyl)amino]methyl}-N-{1-[3-(propane-2-yloxy)phenyl]-1H-indazol-4-yl}benzamide ClC1=C(C(=O)NC2=C3C=NN(C3=CC=C2)C2=CC(=CC=C2)OC(C)C)C=C(C=C1)CNC(C(C)(C)C)=O